N[C@H]1CN(CC1)C1=C(C=NC=C1)C=1C=C2N(N=CC(=C2N[C@@H]2COCC2)C(N)=NC2=C(C=C(C=C2)O)CC)C1 6-[4-[(R)-3-aminopyrrolidin-1-yl]pyridin-3-yl]-N'-(2-ethyl-4-hydroxyphenyl)-4-[[(S)-tetrahydrofuran-3-yl]amino]pyrrolo[1,2-b]pyridazine-3-carboximidamide